CC1=CC=C(C=N1)OCCN(CC[C@@H](C(=O)O)NC1=NC2=CC=CC=C2N=C1)CCCCC1=NC=2NCCCC2C=C1 (S)-4-((2-((6-methylpyridin-3-yl)oxy)ethyl)(4-(5,6,7,8-tetrahydro-1,8-naphthyridin-2-yl)butyl)amino)-2-(quinoxalin-2-ylamino)butanoic acid